BrC1=C(C=C2C(=NC(=NC2=C1F)Cl)N1CC=2N(CCC1)N=C(C2)C(=O)N(C)C)Cl 5-(7-bromo-2,6-dichloro-8-fluoro-quinazolin-4-yl)-N,N-dimethyl-4,6,7,8-tetrahydropyrazolo[1,5-a][1,4]diazepine-2-carboxamide